Tert-Butyl 2-{1-amino-3-[4-fluoro-2-(trifluoromethyl)phenyl]-3-oxoprop-1-en-1-yl}-1,1-difluoro-6-azaspiro[2.5]octane-6-carboxylate NC(=CC(=O)C1=C(C=C(C=C1)F)C(F)(F)F)C1C(C12CCN(CC2)C(=O)OC(C)(C)C)(F)F